(3R,4S)-1-(2-(1-(bicyclo[1.1.1]pentan-1-yl)-1H-pyrazol-4-yl)furo[3,2-b]pyridin-7-yl)-3-cyclopropyl-4-methyl-2-oxopyrrolidine-3-carbonitrile C12(CC(C1)C2)N2N=CC(=C2)C2=CC1=NC=CC(=C1O2)N2C([C@]([C@@H](C2)C)(C#N)C2CC2)=O